C1(CCCCC1)N1C[C@H]([C@@H](CC1)NC(=O)C1=NOC(=C1)C1=C(C=C(C=C1)F)F)C(=O)N1CCOCC1 5-(2,4-difluoro-phenyl)-isoxazole-3-carboxylic acid [(3R,4R)-1-cyclohexyl-3-(morpholine-4-carbonyl)-piperidin-4-yl]-amide